COC=1C=C2C(=NC=NC2=CC1OC)N1CCC(CC1)C(CP(O)(O)=O)C (2-(1-(6,7-dimethoxyquinazolin-4-yl)piperidin-4-yl)propyl)phosphonic acid